FC(C1=CC=2C(=NN(N2)C2=C(C(=CC(=C2)C(C)(C)CC(C)(C)C)C(C)(C)CC(C)(C)C)O)C=C1)(F)F 5-trifluoromethyl-2-(2-hydroxy-3,5-di-t-octyl-phenyl)-2H-benzotriazole